2,3-diformylphenyl-3,4-ethylenedioxythiophene tert-butyl-4-[5-isopropyl-3-[4-(trifluoromethoxy)phenyl]pyrazol-1-yl]piperidine-1-carboxylate C(C)(C)(C)OC(=O)N1CCC(CC1)N1N=C(C=C1C(C)C)C1=CC=C(C=C1)OC(F)(F)F.C(=O)C1=C(C=CC=C1C=O)C=1SC=C2C1OCCO2